N-((4-(2-Aminoethoxy)-3-methoxyphenyl)methyl)-9-octadecenamide NCCOC1=C(C=C(C=C1)CNC(CCCCCCCC=CCCCCCCCC)=O)OC